4-bromo-N-(2-hydroxyethoxy)benzamide BrC1=CC=C(C(=O)NOCCO)C=C1